4-((4-Cyclopropoxypyridin-3-yl)(4-(trifluoromethyl)phenyl)amino)piperidine-1-carbonitrile C1(CC1)OC1=C(C=NC=C1)N(C1CCN(CC1)C#N)C1=CC=C(C=C1)C(F)(F)F